[C@@H]1([C@@H](O)[C@@H](O)[C@H](O)[C@H](O1)CO)O[C@@H]1[C@H](O[C@@H]([C@H]([C@@H]1O)O)CO)O[C@H](C=O)[C@@H](O)[C@H](O)[C@H](O)CO β-D-Mannopyranosyl-(1→2)-α-D-mannopyranosyl-(1→2)-D-mannose